aluminum hydroxide salt [OH-].[Al+3].[OH-].[OH-]